C1(=CC=CC2=CC=CC=C12)[S+](C1=CC=CC=C1)C1=CC=CC2=CC=CC=C12 di(naphthalen-1-yl)(phenyl)sulfonium